sodium p-methylphenyl-sulfinate CC1=CC=C(C=C1)S(=O)[O-].[Na+]